4-fluoro-6-methoxy-2-(6-methoxy-3-pyridyl)-5-trifluoromethylpyridine FC1=CC(=NC(=C1C(F)(F)F)OC)C=1C=NC(=CC1)OC